[Cl-].[NH+]1=CC=NC=C1 pyrazinium chloride